BrC1=C(C=C(C=C1)N1C(=NOC1=O)C1=NON=C1[N+](=O)[O-])F 4-(4-bromo-3-fluorophenyl)-3-(4-nitro-1,2,5-oxadiazol-3-yl)-1,2,4-oxadiazol-5(4H)-one